COC(C1=C(C=C(C=C1)C(F)(F)F)NC1=C(C=C(C=C1)F)OCC1=CC=CC=C1)=O 2-((2-(benzyloxy)-4-fluorophenyl)amino)-4-(trifluoromethyl)-benzoic acid methyl ester